C(CCCCCCCCCCCCCCC)C(C(=O)OC1=CC=C(C=C1)CC(=O)OC(C)(C)C)CCCCCCCCCCCCCCCC tert-Butyl 4-(2-hexadecyloctadecanoyloxy)phenylacetate